1-(6Z,9Z,12Z,15Z-octadecatetraenoyl)-2-(8Z,11Z,14Z-eicosatrienoyl)-glycero-3-phospho-(1'-sn-glycerol) CCCCC/C=C\C/C=C\C/C=C\CCCCCCC(=O)O[C@H](COC(=O)CCCC/C=C\C/C=C\C/C=C\C/C=C\CC)COP(=O)(O)OC[C@H](CO)O